sodium tri-catecholate germanate [GeH](=O)[O-].C=1([O-])C([O-])=CC=CC1.C=1([O-])C([O-])=CC=CC1.C=1([O-])C([O-])=CC=CC1.[Na+]